4-(3-fluorobenzyl)piperazinamid FC=1C=C(CN2CCN(CC2)C(=O)N)C=CC1